(2S,4R)-1-[(2S)-2-(4-cyclopropyltriazol-1-yl)-3,3-dimethyl-butanoyl]-N-[[1-[(2-ethylthiazol-4-yl)methyl]-4-piperidyl]methyl]-4-hydroxy-pyrrolidine-2-carboxamide C1(CC1)C=1N=NN(C1)[C@H](C(=O)N1[C@@H](C[C@H](C1)O)C(=O)NCC1CCN(CC1)CC=1N=C(SC1)CC)C(C)(C)C